(2S,4S)-4-cyclohexyl-1-[2-[(2-methyl-1-propanoyloxypropoxy)-(4-phenylbutyl)phosphoryl]acetyl]pyrrolidine-2-carboxylic acid C1(CCCCC1)[C@@H]1C[C@H](N(C1)C(CP(=O)(CCCCC1=CC=CC=C1)OC(C(C)C)OC(CC)=O)=O)C(=O)O